ClC1=CC2=C(CCN(S2(=O)=O)[C@H](C(=O)NN)C(C)C2=C(C(=CC=C2F)C)C)C=C1 (2S)-2-(7-chloro-1,1-dioxido-3,4-dihydro-2H-benzo[e][1,2]thiazin-2-yl)-3-(6-fluoro-2,3-dimethylphenyl)butan-hydrazide